F[C@H](C(=O)O)CC1=C(C=CC=C1)F (αS)-α,2-difluoro-benzenepropanoic acid